Cl.C(N)(=N)C=1C=C(CC(C(=O)N)(C)C)C=CC1F (3-carbamimidoyl-4-fluorobenzyl)isobutyramide hydrochloride